BrC1=CC=C(OC(=O)NC=2C=CC3=C(C(=CS3)C3CCN4CCCCC4CC3)C2)C=C1 5-(4-bromophenoxy)carbonylamino-3-(1-azabicyclo[5.4.0]undecan-4-yl)-benzothiophene